C(C1=CC=CC=C1)C=1C=2N(C=C(N1)C#N)C=CN2 8-benzylimidazo[1,2-a]pyrazine-6-carbonitrile